sodium sulfopropyl-2-ethylhexylmalate S(=O)(=O)(O)CCCC(C(C(=O)[O-])(O)CC(CCCC)CC)C(=O)[O-].[Na+].[Na+]